4-(benzo[d][1,3]dioxol-5-yl)-5-(4-methoxynaphthalen-1-yl)isoxazole O1COC2=C1C=CC(=C2)C=2C=NOC2C2=CC=C(C1=CC=CC=C21)OC